CC/C=C/C=C/C=C\\C=C/CCCCC(=O)CCC(=O)O The molecule is a polyunsaturated fatty acid that is (9Z,11Z,13E,15E)-octadecatetraenoic acid carrying an oxo substituent at position 4. It has a role as a marine metabolite. It is an oxo fatty acid, a polyunsaturated fatty acid and a long-chain fatty acid.